4-[(4-oxo-2-thieno[2,3-c]pyridin-5-yl-3H-quinazolin-6-yl)oxymethyl]piperidine-1-carboxylic acid tert-butyl ester C(C)(C)(C)OC(=O)N1CCC(CC1)COC=1C=C2C(NC(=NC2=CC1)C=1C=C2C(=CN1)SC=C2)=O